C1(CC1)C1=NN(C=C1C1=NC=C(C=C1C)F)C(=O)OC(C)(C)C tert-butyl 3-cyclopropyl-4-(5-fluoro-3-methylpyridin-2-yl)-1H-pyrazole-1-carboxylate